COCCOCC1OC1 2-(2-methoxyethoxy)methyl-oxirane